C(C)OC(=O)C1C(N(C1)S(=O)(=O)C1=C(C=C(C=C1)Cl)Cl)CO[Si](C)(C)C(C)(C)C (((tert-butyldimethylsilyl)oxy)methyl)-1-((2,4-dichlorophenyl)sulfonyl)azetidine-3-carboxylic acid ethyl ester